CN1C(=NC2=C(C=C(C=C2C1=O)C)[C@@H](C)NC=1C(=NC=CN1)C(=O)OC)N1CCOCC1 methyl 3-[[(1R)-1-(3,6-dimethyl-2-morpholino-4-oxo-quinazolin-8-yl)ethyl]amino]pyrazine-2-carboxylate